N1(N=NC2=C1C=CC=C2)C(=O)C=2C(=NC(=CC2)Cl)NC2=CC=CC=C2 (1H-benzo[d][1,2,3]triazol-1-yl)(6-chloro-2-(anilino)pyridin-3-yl)methanone